N1(N=CN=C1)C(=O)OC(CCCCC(OCC(CCCCC)CCCCC)=O)CCCCC 1-Oxo-1-((2-pentylheptyl)oxy)undecan-6-yl 1H-1,2,4-triazole-1-carboxylate